COC(=O)C1CN(C1)CC1=CC=C(C=C1)\C=C\C1=CC(=C(C=C1)C1=CCCCC1)C(F)(F)F.N1=C(C=CC=C1)N(C1=CC=CC=C1)Cl PyridylchloroAniline methyl-1-({4-[(1E)-2-[4-(cyclohex-1-en-1-yl)-3-(trifluoromethyl)phenyl]ethenyl]phenyl}methyl)azetidine-3-carboxylate